cycloheptylidene(cyclopentadienyl)(2,7-diphenyl-3,6-di-tert-butylfluorenyl)zirconium dichloride [Cl-].[Cl-].C1(CCCCCC1)=[Zr+2](C1=C(C(=CC=2C3=CC(=C(C=C3CC12)C1=CC=CC=C1)C(C)(C)C)C(C)(C)C)C1=CC=CC=C1)C1C=CC=C1